O(OOOCCCCCCCCCCC(=O)Cl)C(=O)Cl tetraoxatetradecane-1,14-dicarboxylic acid chloride